7-bromo-8-methoxy-3-methyl-3-propyl-2,3-dihydro-1,5-benzo-1,5-thiaazepin-4(5H)-one BrC=1C(=CC2=C(NC(C(CS2)(CCC)C)=O)C1)OC